5-{[2-(2-cyano-4-fluorophenyl)-2-azaspiro[3.3]heptan-6-yl]oxy}-2'-ethoxy-N-[2-(5-sulfamoylpyridin-3-yl)ethyl][2,3'-bipyridine]-6-carboxamide C(#N)C1=C(C=CC(=C1)F)N1CC2(C1)CC(C2)OC=2C=CC(=NC2C(=O)NCCC=2C=NC=C(C2)S(N)(=O)=O)C=2C(=NC=CC2)OCC